CS(=O)(=O)C1=C(C=CC=C1)NC1=CC(=NC=N1)N1CC(CCC1)O 1-(6-((2-(methylsulfonyl)phenyl)amino)pyrimidin-4-yl)piperidin-3-ol